C(CCCCCCCCCCCCCCC)OC[C@@H](OC(C)=O)CO 1-O-hexadecyl-2-acetoyl-sn-glycerol